1-bromo-2,4,6-trichlorobenzene BrC1=C(C=C(C=C1Cl)Cl)Cl